C1(CC1)C=1C(=NN(C1C1=CC=CC=C1)C)C(=O)OCC ethyl 4-cyclopropyl-1-methyl-5-phenyl-1H-pyrazole-3-carboxylate